N-(3-(3-(6-bromo-7-(((S)-1-(ethyl-sulfonyl)pyrrolidine-3-yl)amino)-1H-imidazo[4,5-b]pyridine-2-yl)-2,5-dimethyl-1H-pyrrol-1-yl)-4-methylphenyl)-2-morpholinoacetamide BrC=1C(=C2C(=NC1)N=C(N2)C2=C(N(C(=C2)C)C=2C=C(C=CC2C)NC(CN2CCOCC2)=O)C)N[C@@H]2CN(CC2)S(=O)(=O)CC